C(C1=CC=CC=C1)O[C@@H]1[C@@H]([C@H](O[C@@H]([C@H]1OCC1=CC=CC=C1)CO[Si](C(C)C)(C(C)C)C(C)C)O[C@@H]1[C@@H](SC2=CC=CC=C2)O[C@@H]([C@H]([C@@H]1OCC1=CC=CC=C1)OCC1=CC=CC=C1)COCC1=CC=CC=C1)OC(C1=CC=CC=C1)=O Phenyl 3,4-di-O-benzyl-2-O-benzoyl-6-O-triisopropylsilyl-α-D-mannopyranosyl-(1→2)-3,4,6-tri-O-benzyl-1-thio-α-D-mannopyranoside